C1(CC1)N1N=C(C=C1)C=1N=C2SC=CN2C1 6-(1-cyclopropyl-1H-pyrazol-3-yl)imidazo[2,1-b]thiazol